(S)-2-((5-chloro-2,4-difluorophenyl)carbamoyl)-4-methyl-2,5-dihydro-1H-pyrrole-1-carboxylic acid tert-butyl ester C(C)(C)(C)OC(=O)N1[C@@H](C=C(C1)C)C(NC1=C(C=C(C(=C1)Cl)F)F)=O